N=1OC=C2C1C=1N(CCC2)N=C2C1CN(CC2)C(=O)N 5,6,9,10-tetrahydro-4H-isoxazolo[3,4-c]pyrido[4',3':3,4]pyrazolo[1,5-a]azepine-11(12H)-carboxamide